CN1CC=CC(=C1C)N1CCN(CC1)CC1=CC2=C(N=C(C(N2)=O)C)S1 N,6-dimethyl-5-(4-((3-methyl-2-oxo-1,2-dihydrothieno[2,3-b]pyrazin-6-yl)methyl)piperazin-1-yl)pyridine